OC=1C=C(C=CC1C(=O)O)N1N=NC(=C1C)C(=O)O 1-(3-hydroxy-4-carboxyphenyl)-4-carboxy-5-methyl-1H-1,2,3-triazole